2-(5-tert-octyl-3-(phenylpropane-2-yl)-2-hydroxyphenyl)benzotriazole C(C)(C)(CC(C)(C)C)C=1C=C(C(=C(C1)N1N=C2C(=N1)C=CC=C2)O)C(C)CC2=CC=CC=C2